cis-8-dimethylamino-3-[2-(methyl-tetrahydro-pyran-4-yl-amino)-pyrimidin-5-yl]-8-phenyl-1,3-diazaspiro[4.5]decan-2-one CN(C1(CCC2(CN(C(N2)=O)C=2C=NC(=NC2)N(C2CCOCC2)C)CC1)C1=CC=CC=C1)C